FC(C(=O)NCCC1=C(C=CC=C1)F)(F)F 2,2,2-trifluoro-N-(2-fluorophenethyl)acetamide